(S)-2,2-difluoro-1-phenylethyl (4-(5-aminopyridin-2-yl)-1-methyl-1H-1,2,3-triazol-5-yl)carbamate hydrochloride Cl.NC=1C=CC(=NC1)C=1N=NN(C1NC(O[C@H](C(F)F)C1=CC=CC=C1)=O)C